3-methyl-6-pyrazol-1-yl-1,2,4,5-tetrazine CC=1N=NC(=NN1)N1N=CC=C1